N-((3-(2,6-dichloro-3,5-dimethoxyphenyl)-1-oxo-1H-pyrano[4,3-c]pyridin-7-yl)methyl)acrylamide ClC1=C(C(=C(C=C1OC)OC)Cl)C1=CC=2C=NC(=CC2C(O1)=O)CNC(C=C)=O